CC1=C(C=CC=C1C)N1CCN(CC1)C(CN1N=C(C2=C1CCC2)C(=O)N2C[C@H](N(CC2)C(CO)=O)C)=O (R)-1-(4-(2,3-Dimethylphenyl)piperazin-1-yl)-2-(3-(4-(2-hydroxyacetyl)-3-methylpiperazin-1-carbonyl)-5,6-dihydrocyclopenta[c]pyrazol-1(4H)-yl)ethanon